I\C=C/C(=O)[O-] (Z)-3-iodoacrylate